C(C)(C)C=1C=C(C=CC1)C1CC2(CN([C@@H]2C)C([O-])=S)CC1 (R)-6-(3-isopropylphenyl)-1-methyl-2-azaspiro[3.4]octane-2-carbothioate